6'-Cyclopropyl-N4-(3-methoxy-2,2-dimethylpropyl)-N4-methyl-5-nitro-5'-(trifluoromethyl)[2,3'-bipyridin]-4,6-diamine C1(CC1)C1=C(C=C(C=N1)C1=NC(=C(C(=C1)N(C)CC(COC)(C)C)[N+](=O)[O-])N)C(F)(F)F